N1N=CC2=CC=C(C=C12)CN1C(C=C(C=C1)C=1C=C2C(=NNC2=CC1)C1=CC(=NC=C1)C)=O 1-((1H-indazol-6-yl)methyl)-4-(3-(2-methylpyridin-4-yl)-1H-indazol-5-yl)pyridin-2(1H)-one